[33P]-orthophosphate [33P](=O)([O-])([O-])[O-]